3-[2-[4-(4-piperidyl)phenyl]ethoxy]piperidine-2,6-dione hydrochloride Cl.N1CCC(CC1)C1=CC=C(C=C1)CCOC1C(NC(CC1)=O)=O